(3S,4S)-4-((R)-5H-imidazo[5,1-a]isoindol-5-yl)-1-(isopropylsulfonyl)piperidin-3-ol C=1N=CN2C1C1=CC=CC=C1[C@H]2[C@H]2[C@@H](CN(CC2)S(=O)(=O)C(C)C)O